1-(3-chlorophenyl)-2-{3-[(4-methanesulfonylphenoxy)methyl]-4-methylpyrrolidin-1-yl}ethan-1-ol ClC=1C=C(C=CC1)C(CN1CC(C(C1)C)COC1=CC=C(C=C1)S(=O)(=O)C)O